2-chloro-7-methyl-9-(1,4-dioxa-8-azaspiro[4.5]decan-8-yl)-7,9-dihydro-8H-purin-8-one ClC1=NC=C2N(C(N(C2=N1)N1CCC2(OCCO2)CC1)=O)C